C(C)(=O)O\C=C/CCCCCCCCCCC (Z)-l-1-tridecenyl acetate